[(1R,2R)-2-[(1S)-1-hydroxy-1-methyl-allyl]cyclobutyl]methylspiro[2,4-dihydro-1,5-benzoxazepine-3,1'-tetralin]-7-sulfonamide O[C@](C=C)(C)[C@H]1[C@H](CC1)CC1C2(C3=CC=CC=C3CC1)COC1=C(NC2)C=C(C=C1)S(=O)(=O)N